butyl (1-(3-(4-(3-(2,6-dioxopiperidin-3-yl)phenyl)piperazin-1-yl)propanoyl)piperidin-4-yl)carbamate O=C1NC(CCC1C=1C=C(C=CC1)N1CCN(CC1)CCC(=O)N1CCC(CC1)NC(OCCCC)=O)=O